1-Dodecyl-2-butylpyrrolidinium cyanid [C-]#N.C(CCCCCCCCCCC)[NH+]1C(CCC1)CCCC